NC1CC2CCC(C1)N2C(=O)C2=NN(C(=C2)C2=CC(=C(C#N)C=C2)F)C2=C(C=C(C=C2)C(C)C)F 4-(3-(3-amino-8-azabicyclo[3.2.1]octane-8-carbonyl)-1-(2-fluoro-4-isopropylphenyl)-1H-pyrazole-5-yl)-2-fluorobenzonitrile